D-penicillamine gold copper [Cu].[Au].N[C@H](C(C)(C)S)C(=O)O